5-chloro-6-hydroxynicotinic acid ClC=1C(=NC=C(C(=O)O)C1)O